(S)-tert-butyl 2-(2-carbamoylpyrrolidin-1-yl)-4-((1-(3,4,5-trimethoxyphenyl)-1H-imidazol-4-yl)amino)-5,6-dihydropyrido[3,4-d]pyrimidine-7(8H)-carboxylate C(N)(=O)[C@H]1N(CCC1)C=1N=C(C2=C(N1)CN(CC2)C(=O)OC(C)(C)C)NC=2N=CN(C2)C2=CC(=C(C(=C2)OC)OC)OC